dihydroisoxazole C1C=CON1